2-phenyl-4-(3-pyridin-2-yl-1H-pyrazol-4-yl)pyridine C1(=CC=CC=C1)C1=NC=CC(=C1)C=1C(=NNC1)C1=NC=CC=C1